(R)-N-benzyl-N-((R)-1-((S)-3,4-dihydro-2H-pyran-2-yl)propyl)-2-methylpropane-2-sulfinamide C(C1=CC=CC=C1)N([S@](=O)C(C)(C)C)[C@H](CC)[C@H]1OC=CCC1